CN1N=CC(=C1C)C1=NN2C(O[C@@H](CC2)C)=C1C(=O)O (5R)-2-(1,5-Dimethylpyrazol-4-yl)-5-methyl-6,7-dihydro-5H-pyrazolo[5,1-b][1,3]oxazine-3-carboxylic acid